4-(3-fluorophenyl)-1-(5-(isopropylsulfanyl)-4-(4-(trifluoromethoxy)phenyl)thiazol-2-yl)-3-methyl-1H-pyrazole-5-carboxylic acid FC=1C=C(C=CC1)C=1C(=NN(C1C(=O)O)C=1SC(=C(N1)C1=CC=C(C=C1)OC(F)(F)F)SC(C)C)C